pyrazino[2,1-b]quinazoline-3,6-dione C1=NC(CN2C1=NC1=CC=CC=C1C2=O)=O